NC1=NC=CC=C1S(=O)(=O)NC(=O)C=1C(=NC(=CC1)C1=CC(=CC(=C1)OCC(C)C)F)N1C(C[C@@H](C1)C)(C)C N-[(2-Amino-3-pyridyl)sulfonyl]-6-(3-fluoro-5-isobutoxyphenyl)-2-[(4S)-2,2,4-trimethylpyrrolidin-1-yl]pyridin-3-carboxamid